1-[2-(2-chlorophenyl)-3-(4-chlorophenyl)-7-[6-(trifluoromethyl)-3-pyridyl]pyrazolo[1,5-a]pyrimidin-5-yl]oxy-2-methyl-propan-2-ol ClC1=C(C=CC=C1)C1=NN2C(N=C(C=C2C=2C=NC(=CC2)C(F)(F)F)OCC(C)(O)C)=C1C1=CC=C(C=C1)Cl